ClC=1C(=NC(=NC1)NC1=C(C=C(C(=C1)C)N1CCC(CC1)N1CCNCC1)OC)NC1=C(C(=CC=C1)OC)NS(=O)(=O)C N-(2-((5-chloro-2-((2-methoxy-5-methyl-4-(4-(piperazin-1-yl)piperidin-1-yl)phenyl)amino)pyrimidine-4-yl)amino)-6-methoxyphenyl)methanesulfonamide